O=C1NC(CCC1N1C(C2=CC=CC(=C2C1)C#CCCCCCCN1CCN(CC1)C1=NC=C(C(=O)N2CCC(CC2)CCCCNC(\C=C\C=2C=NC=CC2)=O)C=C1)=O)=O (E)-N-(4-(1-(6-(4-(8-(2-(2,6-dioxopiperidin-3-yl)-1-oxoisoindolin-4-yl)oct-7-yn-1-yl)piperazin-1-yl)nicotinoyl)piperidin-4-yl)butyl)-3-(pyridin-3-yl)acrylamide